N-(4-{[2-(2-chlorophenyl)pyrrolidinyl]methyl}phenyl){[(4-methoxyphenyl)methyl]amino}carboxamide ClC1=C(C=CC=C1)C1N(CCC1)CC1=CC=C(C=C1)NC(=O)NCC1=CC=C(C=C1)OC